C(C)OCOC=1C=C(C=O)C=CC1C1=NN=C(C=2CCCCC12)N[C@H]1CN(CCC1)C (R)-3-(ethoxymethoxy)-4-(4-((1-methylpiperidin-3-yl)amino)-5,6,7,8-tetrahydrophthalazine-1-yl)benzaldehyde